FC1=C(C=CC=C1F)CN1C(CCC1=O)CC(=O)NCCC1=CC(=CC=C1)OC 2-[1-[(2,3-difluorophenyl)methyl]-5-oxopyrrolidin-2-yl]-N-[2-(3-methoxyphenyl)ethyl]acetamide